OC=1C(=NC=NC1C)C(=O)Cl 5-hydroxy-6-methyl-pyrimidine-4-carbonyl chloride